butyl-2,2-dimethyl-4-((1-methylpiperidin-4-yl)oxy)piperidine-1-carboxamide C(CCC)C1C(N(CCC1OC1CCN(CC1)C)C(=O)N)(C)C